C1(CCCCC1)C[C@@H](C(N[C@H](C=C=O)C[C@H]1C(NCC1)=C=O)=C=O)NC[C@@H](C(=O)C1CC1)NC(=O)C=1NC2=CC=CC=C2C1 N-{(S)-2-{{(S)-3-cyclohexyl-1-carbonyl-1-{{(S)-1-carbonyl-3-[(S)-2-carbonylpyrrolidin-3-yl]propan-2-yl}amino}-propan-2-yl}amino}-1-cyclopropylcarbonylethyl}-indole-2-carboxamide